COC1=NC=C(C2=C1N=C(S2)NC(=O)N2CCC(CC2)(C)O)C=2C=NN(C2)C 4-Hydroxy-4-methyl-piperidine-1-carboxylic acid [4-methoxy-7-(1-methyl-1H-pyrazol-4-yl)-thiazolo[4,5-c]pyridin-2-yl]-amide